NC1=C(C=C(C=N1)C=1C=C2N(N1)CC[C@]21CN(CC1)C(=O)NC1(CCC1)C1=CC=CC=C1)C(N(C)C)=O |r| (rac)-2'-[6-amino-5-(dimethylcarbamoyl)pyridin-3-yl]-N-(1-phenylcyclobutyl)-5',6'-dihydrospiro[pyrrolidine-3,4'-pyrrolo[1,2-b]pyrazole]-1-carboxamide